NC1C(N(CC1)O)=O 3-amino-1-hydroxypyrrolid-2-one